tert-Butyl 3-(2-(tert-butoxycarbonyl)-5-(((ethoxycarbonyl)oxy)amino)-5-oxopentyl)benzoate C(C)(C)(C)OC(=O)C(CC=1C=C(C(=O)OC(C)(C)C)C=CC1)CCC(=O)NOC(=O)OCC